tert-butyl 1-(3,4-difluorophenyl)-2-oxo-4-(4,4,5,5-tetramethyl-1,3,2-dioxaborolan-2-yl)-1,9-diazaspiro[5.5]undecane-9-carboxylate FC=1C=C(C=CC1F)N1C(CC(CC12CCN(CC2)C(=O)OC(C)(C)C)B2OC(C(O2)(C)C)(C)C)=O